(R)-3-(benzofuran-7-yloxy)-3-(5-chlorothiophen-2-yl)-N-methylpropan-1-amine O1C=CC2=C1C(=CC=C2)O[C@H](CCNC)C=2SC(=CC2)Cl